N1C=NC2=C1C=CC(=C2)\C=C\2/N=C(NC2=O)N[C@H](CC(C)C)CF (4Z)-4-(1H-Benzimidazol-5-ylmethylene)-2-[[(1R)-1-(fluoromethyl)-3-methyl-butyl]amino]-1H-imidazol-5-one